Methyl 6-[(3R)-3-allyl-5-oxo-morpholin-4-yl]-3-nitro-5-(trifluoromethyl)pyridine-2-carboxylate C(C=C)[C@H]1N(C(COC1)=O)C1=C(C=C(C(=N1)C(=O)OC)[N+](=O)[O-])C(F)(F)F